5-chloro-7-((3S,4R)-3,4-difluoropyrrolidin-1-yl)-3-((2R,3R,4S,5R)-3,4-dihydroxy-5-(hydroxymethyl)tetrahydrofuran-2-yl)-3H-imidazo[4,5-b]pyridine-6-carbonitrile ClC1=C(C(=C2C(=N1)N(C=N2)[C@@H]2O[C@@H]([C@H]([C@H]2O)O)CO)N2C[C@@H]([C@@H](C2)F)F)C#N